NC=1C2=C(N=CN1)N(C(=C2C2=CC[C@H](CC2)C(=O)N2CCCC2)C2=C(C=C(C=C2C)NC(C(=C)C)=O)C)C (S)-N-(4-(4-amino-7-methyl-5-(4-(pyrrolidine-1-carbonyl)cyclohex-1-en-1-yl)-7H-pyrrolo[2,3-d]pyrimidin-6-yl)-3,5-dimethylphenyl)methacrylamide